3-(5-(((S)-1-((2-(7-Oxa-1-azaspiro[3.5]nonan-1-yl)quinolin-6-yl)methyl)pyrrolidin-3-yl)oxy)-1-oxoisoindolin-2-yl)piperidine-2,6-dione N1(CCC12CCOCC2)C2=NC1=CC=C(C=C1C=C2)CN2C[C@H](CC2)OC=2C=C1CN(C(C1=CC2)=O)C2C(NC(CC2)=O)=O